C(C)OC(C(C(=O)OCC)(NC(C)=O)CC1=CC(=CC=C1)C(C)=O)=O 2-[(3-acetylphenyl)methyl]-2-acetamidomalonic acid 1,3-diethyl ester